C(CCC)NC(CSC=1OC(=C(N1)C1=CC=CC=C1)C1=CC=CC=C1)=O N-butyl-2-(4,5-diphenyloxazol-2-yl)sulfanyl-acetamide